(2,6-dioxopiperidin-3-yl)-5-(((S)-morpholin-2-yl)methoxy)isoindoline-1,3-dione hydrochloride Cl.O=C1NC(CCC1N1C(C2=CC=C(C=C2C1=O)OC[C@@H]1CNCCO1)=O)=O